4-[(3-{[4-(cyclopropylcarbonyl)piperazin-1-yl]carbonyl}-4-fluorophenyl)methyl]phthalazin-1(2H)-one C1(CC1)C(=O)N1CCN(CC1)C(=O)C=1C=C(C=CC1F)CC1=NNC(C2=CC=CC=C12)=O